C(C)N(C(=O)Cl)CC N,N-diethyl-chloro-formamide